C(#N)C=1C(=C(C(=O)OC2=C(C(=C(C(=C2F)F)F)F)F)C=CC1)O perfluorophenyl 3-cyano-2-hydroxybenzoate